C(C)(C)(C)OC(=O)N1C[C@H](CC1)[C@@H](C(=O)OC(C)(C)C)CC1=CC(=CC(=C1)OC)O (R)-3-((S)-1-(tert-butoxy)-3-(3-hydroxy-5-methoxyphenyl)-1-oxopropane-2-yl)pyrrolidine-1-carboxylic acid tert-butyl ester